benzo[b][1,4]oxazepane O1C2=C(NCCC1)C=CC=C2